1'-(4-methoxybenzyl)-2'-oxo-1',2',6,7-tetrahydro-4H-spiro[benzo[B]thiophene-5,3'-pyrrolo[2,3-B]pyridine]-2-carboxylic acid COC1=CC=C(CN2C(C3(C=4C2=NC=CC4)CC4=C(SC(=C4)C(=O)O)CC3)=O)C=C1